CC(CCN1CCC(CC1)C1=CC=NO1)(C)C 5-(1-(3,3-dimethylbutyl)piperidin-4-yl)isoxazol